C(CCCCCCCCC\C=C/C\C=C/CCC)(=O)O (11z,14z)-octadeca-11,14-dienoic acid